3-(3-isopropyl-4-tolyl)urea C(C)(C)C=1C=C(C=CC1NC(N)=O)C